methyl 2-[[(3R)-1-tert-butoxycarbonylpiperidine-3-carbonyl]amino]-5-fluoro-6-(2-methoxy-4,6-dimethyl-phenyl)pyridine-3-carboxylate C(C)(C)(C)OC(=O)N1C[C@@H](CCC1)C(=O)NC1=NC(=C(C=C1C(=O)OC)F)C1=C(C=C(C=C1C)C)OC